COC(=O)C12CCC(CC1)(CC2)C2=CC=C(C=C2)OC.ClC2=C(C=CC=C2)C=2N=C(SC2)N(\N=C\C2=C(C(=O)NS(=O)(=O)CC)C=CC=C2)C (E)-2-((2-(4-(2-chlorophenyl)thiazol-2-yl)-2-methylhydrazono)methyl)-N-(ethanesulfonyl)benzamide methyl-4-(4-methoxyphenyl)bicyclo[2.2.2]octane-1-carboxylate